O([C@@H]1[C@H](O)[C@@H](O)[C@H](O)[C@H](O1)CO)C1(CO)[C@@H](O)[C@H](O)[C@H](O1)CO D-Fructofuranosyl α-D-glucopyranoside